CC1(CCN(CC1)C=1C2=C(N=CN1)NC=C2)CNS(=O)(=O)NC(OC(C)(C)C)=O tert-butyl (N-((4-methyl-1-(7H-pyrrolo[2,3-d]pyrimidin-4-yl)piperidin-4-yl)methyl)sulfamoyl)carbamate